4,4'-bis{[4-anilino-6-morpholino-s-triazin-2-yl]-amino}-2,2'-stilbenedisulfonic acid disodium salt [Na+].[Na+].N(C1=CC=CC=C1)C1=NC(=NC(=N1)N1CCOCC1)NC=1C=C(C(=CC1)C=CC=1C(=CC(=CC1)NC1=NC(=NC(=N1)NC1=CC=CC=C1)N1CCOCC1)S(=O)(=O)[O-])S(=O)(=O)[O-]